C(C)(=O)O[C@@H]1[C@@H]([C@H](OC1OC(C)=O)CC(=O)NC)OC(C)=O acetic acid [(2R,3R,4R)-4,5-diacetoxy-2-[2-(methylamino)-2-oxo-ethyl]-tetrahydrofuran-3-yl] ester